N=1N=CN(C1)C=1C=C(C=NC1)C=1N=NN(C1)CC1=CC=C2C=C(NC2=C1)CNCC1CCC1 1-(6-((4-(5-(4H-1,2,4-triazol-4-yl)pyridin-3-yl)-1H-1,2,3-triazol-1-yl)methyl)-1H-indol-2-yl)-N-(cyclobutylmethyl)methylamine